4-((S)-4-(5-(3,5-dimethylisoxazol-4-yl)-1-((trans)-4-deuteromethoxycyclohexyl)-1H-benzo[d]imidazole-2-yl)-1,3-oxazinane-2-one-3-yl)-5,6-dihydropyridine CC1=NOC(=C1C1=CC2=C(N(C(=N2)[C@H]2N(C(OCC2)=O)C2=CC=NCC2)[C@@H]2CC[C@H](CC2)OC[2H])C=C1)C